N1(C=CC2=C1C=NC=C2C(=O)OCC)C(=O)OC(C)(C)C 1-(tert-butyl) 4-ethyl 1H-pyrrolo[2,3-c]pyridine-1,4-dicarboxylate